indium-indium [In].[In]